(R)-1-(2-methyl-3-(trifluoromethyl)phenyl)ethanamine hydrochloride Cl.CC1=C(C=CC=C1C(F)(F)F)[C@@H](C)N